NC[C@]1([C@H]([C@@H](N([C@H]1CC(C)(C)C)CC)C(=O)NC1CCC(CC1)O)C1=CC(=CC=C1)Cl)C1=C(C=C(C=C1)Cl)F (2R,3R,4S,5S)-4-(aminomethyl)-4-(4-chloro-2-fluorophenyl)-3-(3-chlorophenyl)-1-ethyl-N-((1r,4R)-4-hydroxycyclohexyl)-5-neopentylpyrrolidine-2-carboxamide